C(#N)C=1C=C(CC(C(=O)N)(C)C)C=CC1F (3-cyano-4-fluorobenzyl)isobutyramide